C12CCC(CC1)C2 bicyclo[2.2.1]heptan